C(C1=CC=CC=C1)C=1N=NSC1C(=O)NC1=CC=C(C=C1)Br 4-benzyl-N-(4-bromophenyl)-1,2,3-thiadiazole-5-carboxamide